2-{4-azaspiro[2.5]octan-7-yl}-8-fluoro-6-{2-methylimidazo[1,2-a]pyrazin-6-yl}isoquinolin-1-one C1CC12NCCC(C2)N2C(C1=C(C=C(C=C1C=C2)C=2N=CC=1N(C2)C=C(N1)C)F)=O